Cl.C(CCCCCCCCCCC)N[C@@H](CCCNC(N)=N)C(=O)O laurylarginine hydrochloride